C1(=NC=CC2=CC=CC=C12)C(=O)N1CCC(CC1)CN1N=C(C=CC1=O)N1N=CC=C1 2-[[1-(isoquinoline-1-carbonyl)piperidin-4-yl]methyl]-6-pyrazol-1-ylpyridazin-3-one